2-methyl-1,2,3-triazole CN1N=CC=N1